(R)-2-(5-cyano-2-(1-((R)-1-(2,6-dichloro-3-cyclopropylphenyl)ethyl)-1H-imidazo[4,5-c]pyridin-6-yl)phenyl)propionic acid C(#N)C=1C=CC(=C(C1)[C@H](C(=O)O)C)C1=CC2=C(C=N1)N=CN2[C@H](C)C2=C(C(=CC=C2Cl)C2CC2)Cl